[N+](=O)([O-])C=1C=NN(C1)CC1=CC(=C(C#N)C=C1)C(F)(F)F 4-((4-nitro-1H-pyrazol-1-yl)methyl)-2-(trifluoromethyl)benzonitrile